Pentadecyl carbamate C(N)(OCCCCCCCCCCCCCCC)=O